C(C)S(=O)(=O)N1CC(C(C1)[C@@H]1N2C(C3=CC=CC=C13)=CN=C2)O 1-(ethylsulfonyl)-4-((s)-5H-imidazo[5,1-a]isoindol-5-yl)pyrrolidin-3-ol